7-(((3aS,7aS)-3a-(3,4-dimethoxyphenyl)-1-methyl-2,3,3a,4,5,7a-hexahydro-1H-indol-6-yl)oxy)-6,8-dioxa-7-phosphaspiro[3.5]nonane 7-oxide COC=1C=C(C=CC1OC)[C@@]12CCN([C@H]2C=C(CC1)OP1(OCC2(CCC2)CO1)=O)C